NC1=NC=CC=C1C1=NC=2C(=NC(=CC2)C2=CC=CC=C2)N1C1=CC=C(CN2CC3(CC2)CCN(CC3)C3=NC(=NC=N3)C#N)C=C1 4-(2-(4-(2-(2-Aminopyridin-3-yl)-5-phenyl-3H-imidazo[4,5-b]pyridin-3-yl)benzyl)-2,8-diazaspiro[4.5]decan-8-yl)-1,3,5-triazine-2-carbonitrile